CC1C(CC(C(C1C)(N)C)C)N 2,3,4,5-tetramethyl-1,4-cyclohexanediamine